N-(3-chlorobenzylidene)-2-phenylethanamine ClC=1C=C(C=NCCC2=CC=CC=C2)C=CC1